7-((4-(2-fluoro-6-(methylcarbamoyl)pyridin-3-yl)piperazin-1-yl)methyl)-2,3-dimethylpyrazolo[1,5-a]quinoxalin-4(5H)-one FC1=NC(=CC=C1N1CCN(CC1)CC=1C=C2NC(C=3N(C2=CC1)N=C(C3C)C)=O)C(NC)=O